Oxalic acid hydrochloride Cl.C(C(=O)O)(=O)O